5-((2-oxo-6-(phenylethynyl)-1,2-dihydropyridin-4-yl)oxy)-1H-1,2,3-triazole-4-carboxylic acid O=C1NC(=CC(=C1)OC1=C(N=NN1)C(=O)O)C#CC1=CC=CC=C1